(2R)-3-(((2,3-bis((3-aminopropanoyl) oxy) propoxy) (hydroxy)phosphoryl)oxy)propane-1,2-diyl ditetradecanoate dihydrochloride Cl.Cl.C(CCCCCCCCCCCCC)(=O)OC[C@H](COP(=O)(O)OCC(COC(CCN)=O)OC(CCN)=O)OC(CCCCCCCCCCCCC)=O